C(C)(C)N(P(OCC1(CCN(CC1)C(CCCCCNC(C(F)(F)F)=O)=O)COC(C1=CC=C(C=C1)OC)(C1=CC=C(C=C1)OC)C1=CC=C(C=C1)OC)OCCC#N)C(C)C (4-((tris(4-methoxyphenyl)methoxy)methyl)-1-(6-(2,2,2-trifluoroacetamido)hexanoyl)piperidin-4-yl)methyl (2-cyanoethyl) diisopropylphosphoramidite